5-methyl-8-azapurine CC12N=NN=C1N=CN=C2